tert-butyl 1-ethylhydrazine-1-carboxylate C(C)N(N)C(=O)OC(C)(C)C